COC=O.N(O)=C1C=CCCC1 3-oximino-1-cyclohexene methyl-formate